FC=1C=C2C(N(C(=NC2=CC1F)C)C1=CC=C(C=C1)NC(CC1=C(C(=C(C(=C1F)F)F)F)F)=O)=O N-(4-(6,7-difluoro-2-methyl-4-oxoquinazolin-3(4H)-yl)phenyl)-2-(perfluorophenyl)acetamide